3-(5-((4-methoxy-benzyl)-amino)-2-methyl-4-oxoquinazolin-3(4H)-yl)piperidine-2,6-dione COC1=CC=C(CNC2=C3C(N(C(=NC3=CC=C2)C)C2C(NC(CC2)=O)=O)=O)C=C1